4-amino-N-(cyclopropylmethyl)-7-methyl-N-((6-(trifluoromethyl)pyridazin-3-yl)methyl)imidazo[1,5-a]quinoxaline-8-carboxamide NC=1C=2N(C3=CC(=C(C=C3N1)C)C(=O)N(CC=1N=NC(=CC1)C(F)(F)F)CC1CC1)C=NC2